C(CC(C)C)NC(=O)N1C(=NC(=C1)C1OCCC1)OC N-iso-pentyl-2-methoxy-4-(tetrahydrofuran-2-yl)-1H-imidazole-1-carboxamide